CC[C@H](C(=O)SCCNC(=O)CCNC(=O)[C@@H](C(C)(C)COP(=O)(O)OP(=O)(O)OC[C@@H]1[C@H]([C@H]([C@@H](O1)N2C=NC3=C(N=CN=C32)N)O)OP(=O)(O)O)O)O The molecule is a hydroxy fatty acyl-CoA that results from the formal condensation of the thiol group of coenzyme A with the carboxy group of (R)-2-hydroxybutanoic acid It is a conjugate base of a (R)-2-hydroxybutanoyl-CoA(4-).